CC(C)NC(=O)[N-]S(=O)(=O)C=1C=NC=CC1NC1=CC(=CC=C1)C N-[[(1-methylethyl)amino]carbonyl]-4-[(3-methylphenyl)amino]-3-pyridinesulfonylamide